4-(2-(2-Ethyl-6-methoxypyridin-4-yl)-3-isopropyl-1H-indol-5-yl)piperidine-1-carboxylic acid tert-butyl ester C(C)(C)(C)OC(=O)N1CCC(CC1)C=1C=C2C(=C(NC2=CC1)C1=CC(=NC(=C1)OC)CC)C(C)C